(R)-4-(7-bromo-2,6-dichloro-3-cyano-8-fluoroquinolin-4-yl)-2-methylpiperazine-1-carboxylic acid BrC1=C(C=C2C(=C(C(=NC2=C1F)Cl)C#N)N1C[C@H](N(CC1)C(=O)O)C)Cl